BrC=1C=C(C=C(C1)OC)C(O)C1=NN=CN1C (3-bromo-5-methoxyphenyl)(4-methyl-4H-1,2,4-triazol-3-yl)methanol